ClC1=C(C(=CC=C1)Cl)N1C=2N(C3=C(C1=O)C=NC(=N3)NC3=CC=C1C4(CN(CC1=C3)C)CC4)CCN2 6-(2,6-Dichlorophenyl)-2-((2'-methyl-2',3'-dihydro-1'H-spiro(cyclopropane-1,4'-isoquinolin)-7'-yl)amino)-8,9-dihydroimidazo[1,2-a]pyrimido[5,4-e]pyrimidin-5(6H)-one